1-tert-butyl 3-ethyl 4-(2-chlorophenyl)-5,6-dihydropyridine-1,3(2H)-dicarboxylate ClC1=C(C=CC=C1)C1=C(CN(CC1)C(=O)OC(C)(C)C)C(=O)OCC